NCCCNC(OC(C)(C)C)=O tert-Butyl N-(3-amino-propyl)carbamate